C(C)(=O)OCC1=CC=C(C=C1)N1C(=NC=2C1=NC(=CC2)C2=NC=CC(=C2)C#N)C=2C(=NC=CC2)N 4-(2-(2-aminopyridin-3-yl)-5-(4-cyanopyridin-2-yl)-3H-imidazo[4,5-b]pyridin-3-yl)benzyl acetate